N-(2-azidoethyl)-3,4,5-tris(hexadecyloxy)benzamide N(=[N+]=[N-])CCNC(C1=CC(=C(C(=C1)OCCCCCCCCCCCCCCCC)OCCCCCCCCCCCCCCCC)OCCCCCCCCCCCCCCCC)=O